methyl 3-(1,4-diethyl-1H-pyrazol-3-yl)-5-fluorobenzoate C(C)N1N=C(C(=C1)CC)C=1C=C(C(=O)OC)C=C(C1)F